C1(CC1)CN1N=NC2=C1C=CC(=C2C)C(C(C(=O)OC(C)(C)C)(C)C)C2=NC(=C(C=C2)C)CO tert-Butyl 3-(1-(cyclopropylmethyl)-4-methyl-1H-benzo[d][1,2,3]triazol-5-yl)-3-(6-(hydroxymethyl)-5-methylpyridin-2-yl)-2,2-dimethylpropanoate